N-(1-cyano-1,2-dimethyl-propyl)formamide C(#N)C(C(C)C)(C)NC=O